ClC1=C(C(=CC(=C1)Cl)F)NC=1N(C2=NC(=NC=C2N1)NC[C@H]1[C@@H](CCCC1)O)C1CCC(CC1)C(=O)N (1R,4s)-4-(8-(2,4-dichloro-6-fluorophenylamino)-2-(((1S,2R)-2-hydroxycyclohexyl)methylamino)-9H-purin-9-yl)cyclohexanecarboxamide